methylsulfamoylglycinyl-L-lysine CNS(=O)(=O)NCC(=O)N[C@@H](CCCCN)C(=O)O